N=1C=NN2C1C=C(C=C2)OC2=C(C=C(C=C2)NC2=NC=NN1C2=C(C=C1)C1(CCN(CC1)CC1=CC=CC=C1)O)C 4-(4-((4-([1,2,4]triazolo[1,5-a]pyridin-7-yloxy)-3-methylphenyl)amino)pyrrolo[2,1-f][1,2,4]triazin-5-yl)-1-benzylpiperidin-4-ol